{1-[6-({4-[2-amino-6-(m-cyanophenyl)-4-pyrimidinyl]-1H-1,2,3-triazol-1-yl}methyl)-2-pyridinyl]cyclobutyl}acetic acid NC1=NC(=CC(=N1)C=1N=NN(C1)CC1=CC=CC(=N1)C1(CCC1)CC(=O)O)C1=CC(=CC=C1)C#N